ClC=1C(=NC2=CC=C(C=C2C1)C=1C=C2CNCC2=CC1)N1CCNCC1 3-chloro-6-isoindolin-5-yl-2-piperazin-1-yl-quinoline